tert-butyl (3R,4R)-3-[[(4R,10bS)-2-(8-cyano-5-quinolyl)-4,9-dimethyl-3,4,6,10b-tetrahydro-1H-pyrazino[2,1-a]isoindol-8-yl]amino]-4-methoxy-pyrrolidine-1-carboxylate C(#N)C=1C=CC(=C2C=CC=NC12)N1C[C@H]2N(CC3=CC(=C(C=C23)C)N[C@@H]2CN(C[C@H]2OC)C(=O)OC(C)(C)C)[C@@H](C1)C